N-(2-(5-(((3R,4S,SR)-3,4-dihydroxy-5-methoxy-6,6-dimethyltetrahydro-2H-pyran-2-yl)oxy)-3'-(morpholinomethyl)-[1,1'-biphenyl]-2-yl)ethyl)acetamide O[C@H]1[C@H](OC(C([C@H]1O)OC)(C)C)OC=1C=CC(=C(C1)C1=CC(=CC=C1)CN1CCOCC1)CCNC(C)=O |&1:2|